2-(4-bromobenzyl)-3-((4-chloro-1-methyl-1H-pyrazol-5-yl)methyl)isoindolin-1-one BrC1=CC=C(CN2C(C3=CC=CC=C3C2CC2=C(C=NN2C)Cl)=O)C=C1